6-(4-methoxypyridin-3-yl)-4-methyl-1-(4-((2R,3S)-2-methyl-3-((methylsulfonyl)methyl)azetidin-1-yl)-6-(1-methylpyrrolidin-3-yl)pyridin-2-yl)-1H-pyrazolo[4,3-c]pyridine COC1=C(C=NC=C1)C1=CC2=C(C(=N1)C)C=NN2C2=NC(=CC(=C2)N2[C@@H]([C@H](C2)CS(=O)(=O)C)C)C2CN(CC2)C